3,3,3-trifluoroalanine FC([C@H](N)C(=O)O)(F)F